F[C@H]1CN(CC[C@H]1OC)C1=NC(=NC=N1)NC=1N=CC2=C(C=CC(=C2C1)C(C)C)N1CC(C1)CS(=O)(=O)C N-(4-((3S,4R)-3-fluoro-4-methoxypiperidin-1-yl)-1,3,5-triazin-2-yl)-5-isopropyl-8-(3-((methanesulfonyl)methyl)azetidin-1-yl)isoquinolin-3-amine